4-(4-((1-((4-methoxyphenyl)sulfonyl)azetidin-3-yl)sulfonyl)-3,4-dihydro-2H-pyrido[4,3-b][1,4]oxazin-8-yl)benzonitrile COC1=CC=C(C=C1)S(=O)(=O)N1CC(C1)S(=O)(=O)N1C2=C(OCC1)C(=CN=C2)C2=CC=C(C#N)C=C2